(3-(4-(1-methyl-1H-pyrazol-4-yl)benzyl)-1,2,3-oxadiazol-3-ium-5-yl)((3-(trifluoromethyl)phenyl)carbamoyl)amide CN1N=CC(=C1)C1=CC=C(C[N+]2=NOC(=C2)[N-]C(NC2=CC(=CC=C2)C(F)(F)F)=O)C=C1